n-pentacosyl iodide C(CCCCCCCCCCCCCCCCCCCCCCCC)I